2,3,4-trihydroxy-6-methylcyclohexanone OC1C(C(CC(C1O)O)C)=O